tert-butyl(4-chloro-2-methyl-3-(4,4,5,5-tetramethyl-1,3,2-dioxaborolan-2-yl)phenoxy)dimethylsilane C(C)(C)(C)[Si](C)(C)OC1=C(C(=C(C=C1)Cl)B1OC(C(O1)(C)C)(C)C)C